2,6-dimethyl-4-aminopyrimidine CC1=NC(=CC(=N1)N)C